1-[3-(trifluoromethyl)-1-bicyclo[1.1.1]pentanyl]-3-[[3-(trifluoromethyl)phenyl]methyl]urea FC(C12CC(C1)(C2)NC(=O)NCC2=CC(=CC=C2)C(F)(F)F)(F)F